C(C1=CC=CC=C1)O[C@]1(C2=NN=C(C3=C(C=C(C(C(CCC/C=C/C1)=O)=N3)C(F)(F)F)NC(OC(C)(C)C)=O)O2)C(F)(F)F tert-butyl N-[(6R,8E)-6-benzyloxy-13-oxo-6,15-bis(trifluoromethyl)-19-oxa-3,4,18-triazatricyclo[12.3.1.12,5]nonadeca-1(17),2,4,8,14(18),15-hexaen-17-yl]carbamate